ClC=1C=C(C=CC1C(F)(F)F)NC(=O)N1[C@@H]2CC[C@H]1\C(\C1=NC(NC=C12)=O)=N/O (5R,8S,E)-N-(3-chloro-4-(trifluoromethyl)phenyl)-9-(hydroxyimino)-2-oxo-3,5,6,7,8,9-hexahydro-2H-5,8-epiminocyclohepta[d]pyrimidine-10-carboxamide